C(C)(=O)N1C(CN(CC1)C(=O)OC(C)(C)C)C(=O)OC 1-(tert-butyl) 3-methyl 4-acetylpiperazine-1,3-dicarboxylate